2-((2-((2,4-dichloro-5-isopropoxyphenyl)amino)-2-oxoethyl)thio)acetic acid ClC1=C(C=C(C(=C1)Cl)OC(C)C)NC(CSCC(=O)O)=O